2-(4-Isobutyl-phenyl)-N-(2-isopropyl-4-oxo-4H-quinazolin-3-yl)-propionamide C(C(C)C)C1=CC=C(C=C1)C(C(=O)NN1C(=NC2=CC=CC=C2C1=O)C(C)C)C